CC=1C=NC=CC1CNC(NC1=CC=C(C(=O)OCC)C=C1)=O Ethyl 4-(3-((3-methylpyridin-4-yl)methyl)ureido)benzoate